8-benzyl-3,3-dimethyl-2-(6-(trifluoromethyl)pyridin-3-yl)-2,8-diazaspiro[4.5]decan-1-one C(C1=CC=CC=C1)N1CCC2(CC(N(C2=O)C=2C=NC(=CC2)C(F)(F)F)(C)C)CC1